caproyl oxide C(CCCCC)(=O)OC(CCCCC)=O